C(C1=CC=CC=C1)NC(N(C1CCC(CC1)NC1=NC2=CC=CC=C2C=N1)C=1C=C(C=CC1)N1CCN(CC1)CCCCCCNC(COC1=C2C(N(C(C2=CC=C1)=O)C1C(NC(CC1)=O)=O)=O)=O)=O N-(6-(4-(3-(3-benzyl-1-((1r,4r)-4-(quinazolin-2-ylamino)cyclohexyl)ureido)phenyl)piperazin-1-yl)hexyl)-2-((2-(2,6-dioxopiperidin-3-yl)-1,3-dioxoisoindol-4-yl)oxy)acetamide